C(C)(C)(C)OC(NCCCN1CCN(CC1)C=1C=C2C(N(C(C2=CC1)=O)C1C(NC(CC1)=O)=O)=O)=O Tert-butyl(3-(4-(2-(2,6-dioxopiperidin-3-yl)-1,3-dioxoisoindolin-5-yl)piperazin-1-yl)propyl)carbamate